4-oxo-3-((triethylsilyl)oxy)-3-(trifluoromethyl)pyrrolidine-1-carboxylic acid tert-butyl ester C(C)(C)(C)OC(=O)N1CC(C(C1)=O)(C(F)(F)F)O[Si](CC)(CC)CC